N=1N(N=CC1)C1=C(C=CC=C1)C(=O)N1[C@@H]2[C@@H](C[C@H](C1)C2)OC2=NC=C(C=C2)Br (2-(2H-1,2,3-triazol-2-yl)phenyl)((1S,4R,6R)-6-((5-bromopyridin-2-yl)oxy)-2-azabicyclo[2.2.1]heptan-2-yl)methanone